5-(3-(ethylsulfonyl)-5-(1-methyl-1H-pyrazol-4-yl)pyridin-2-yl)-2-(trifluoromethyl)pyrazolo[1,5-a]pyrimidine C(C)S(=O)(=O)C=1C(=NC=C(C1)C=1C=NN(C1)C)C1=NC=2N(C=C1)N=C(C2)C(F)(F)F